FC1=C(C(=O)NC2=NC=CC(=C2)C(=O)NNC(=O)C=2OC=CC2)C=CC=C1 2-fluoro-N-(4-(2-(furan-2-carbonyl)hydrazinocarbonyl)pyridin-2-yl)benzamide